2,7-dichloro-N-(oxazol-2-ylmethyl)pyrrolo[2,1-f][1,2,4]triazin-4-amine ClC1=NN2C(C(=N1)NCC=1OC=CN1)=CC=C2Cl